3,7,11-trimethyldodecane-4,6,10-trien-1-yn-3-ol CC(C#C)(C=CC=C(CCC=C(C)C)C)O